CN(CC)[Nb](N(C)CC)N(C)CC tris(methylethylamino)niobium(III)